1-(4-{5-[2,6-DIOXOPIPERIDIN-3-YL]PYRIDIN-2-YL}PIPERIDINE-1-CARBONYL)PIPERIDINE-4-CARBOXYLIC ACID O=C1NC(CCC1C=1C=CC(=NC1)C1CCN(CC1)C(=O)N1CCC(CC1)C(=O)O)=O